2-bromo-N-(5-phenoxy-1H-benzo[d]imidazol-2-yl)-5H-pyrrolo[2,3-b]pyrazin-7-amine BrC=1N=C2C(=NC1)NC=C2NC2=NC1=C(N2)C=CC(=C1)OC1=CC=CC=C1